FC1=CC(=C(C=C1)N1CN(C(C2=C1C=C(N=C2)C#N)=O)C2=C(NC(C=C2)=O)C)C 1-(4-fluoro-2-meth-ylphenyl)-3-(2-methyl-6-oxo-1,6-dihydropyridin-3-yl)-4-oxo-1,2,3,4-tetrahydropyrido-[4,3-d]pyrimidine-7-carbonitrile